ClC=1C(=C(C2=C(N(CS2)N)C1)Cl)C(=O)O 5,7-dichloro-3-aminobenzothiazole-6-carboxylic acid